tetrahydroxyboric acid O[B-](O)(O)O.[H+]